(S)-2-aminononanoic acid N[C@H](C(=O)O)CCCCCCC